[N+](=O)([O-])C=1C=CC2=C(C(=CC(O2)=O)NC2=CC=C(C=C2)NS(=O)(=O)CC2=CC=CC=C2)C1 N-(4-((6-nitro-2-oxo-2H-benzopyran-4-yl)amino)phenyl)-1-phenylmethanesulfonamide